1-[2-(3-chlorophenyl)-2-methoxy-propyl]-3-[2-(4-methoxyphenyl)ethyl]urea ClC=1C=C(C=CC1)C(CNC(=O)NCCC1=CC=C(C=C1)OC)(C)OC